N-(N-para-fluorobenzoyl-L-phenylalanyl)-L-phenylalaninol acetate C(C)(=O)OC[C@@H](NC([C@@H](NC(C1=CC=C(C=C1)F)=O)CC1=CC=CC=C1)=O)CC1=CC=CC=C1